COP(OC)(=O)CO hydroxymethanephosphonic acid dimethyl ester